CNC=1N=CC(=C2C=C(N=CC12)NC(=O)C1CC1)B1OC(C(O1)(C)C)(C)C N-(8-(methylamino)-5-(4,4,5,5-tetramethyl-1,3,2-dioxaborolan-2-yl)-2,7-naphthyridin-3-yl)cyclopropanecarboxamide